BrC1=C(C(=CC(=C1)C(C(F)(F)F)(C(F)(F)F)F)SC)NC(C1=C(C(=CC=C1)[N+](=O)[O-])F)=O N-[2-bromo-4-(perfluoroisopropyl)-6-methylthiophenyl]-2-fluoro-3-nitrobenzamide